1-(4-((5-fluoro-4-((3R,3'R)-3'-hydroxy-1,4-dihydro-2H-spiro[isoquinoline-3,4'-piperidine]-1'-carbonyl)pyridin-2-yl)amino)piperidin-1-yl)ethan-1-one FC=1C(=CC(=NC1)NC1CCN(CC1)C(C)=O)C(=O)N1C[C@H]([C@@]2(CC1)NCC1=CC=CC=C1C2)O